C1(CC1)C1=NN(C2=NC(=NC=C21)C=2C(=NC=NC2OC)C2CC2)CC2=C(N=C1N2CC2=CC=CC=C12)C(F)(F)F ((3-cyclopropyl-6-(4-cyclopropyl-6-methoxypyrimidin-5-yl)-1H-pyrazolo[3,4-d]pyrimidin-1-yl)methyl)-2-(trifluoromethyl)-5H-imidazo[2,1-a]isoindole